4-(Anthracene-9-yl)-2-fluoro-1-ethylpyridin-1-ium C1=CC=CC2=CC3=CC=CC=C3C(=C12)C1=CC(=[N+](C=C1)CC)F